FC1=C2C(=NC=C1)NC(=C2)C(=O)O 4-fluoro-1H-pyrrolo[2,3-b]pyridine-2-carboxylic acid